2-(6-{5-chloro-2-[(oxacyclohex-4-yl)amino]pyrimidin-4-yl}-1-oxo-2,3-dihydro-1H-isoindol-2-yl)-N-cyclopentylacetamide ClC=1C(=NC(=NC1)NC1CCOCC1)C1=CC=C2CN(C(C2=C1)=O)CC(=O)NC1CCCC1